(S)-1-(3-chloro-phenyl)propane-1,3-diol ClC=1C=C(C=CC1)[C@H](CCO)O